C1(=C(C=CC2=CC=CC=C12)OCC1=CC=C2SC=3C=CC(=CC3SC2=C1)C(=O)O)C1=C(C=CC2=CC=CC=C12)OCC1=CC=C2SC=3C=CC(=CC3SC2=C1)C(=O)O 8,8'-[[1,1'-binaphthalene]-2,2'-diylbis(oxymethylene)]di(thianthrene-2-carboxylic acid)